C(C)(C)(C)OC(=O)N1C2CNCC1CCC2.C(C2=CC=CC=C2)N(C(CCl)=O)CC(O)C2=NC=C(C=C2)F N-benzyl-2-chloro-N-[2-(5-fluoro-2-pyridyl)-2-hydroxyethyl]acetamide tert-butyl-3,9-diazabicyclo[3.3.1]nonane-9-carboxylate